(((((((2R)-1-(6-((2-oxo-4-(pyridin-3-yl)-1,3,2-dioxaphosphorinan-2-yl) amino)-9H-purin-9-yl) propan-2-yl) oxy) methyl) phosphoryl) bis(oxy)) bis(methylene)) diisopropyl dicarbonate C(OCOP(=O)(CO[C@@H](CN1C2=NC=NC(=C2N=C1)NP1(OCCC(O1)C=1C=NC=CC1)=O)C)OCOC(OC(C)C)=O)(OC(C)C)=O